3-(Difluoromethoxy)-1,2-oxazole-5-carboxylic acid methyl ester COC(=O)C1=CC(=NO1)OC(F)F